7-chloro-3-ethyl-1,8-naphthyridin-2(1H)-one ClC1=CC=C2C=C(C(NC2=N1)=O)CC